1-acetyl-N-((S)-1-(4-((2-chloro-7-((S)-1-methoxyethyl)-[1,2,4]triazolo[1,5-a]pyrimidin-6-yl)amino)phenyl)-2,2,2-trifluoroethyl)-N-methylpiperidine-4-carboxamide C(C)(=O)N1CCC(CC1)C(=O)N(C)[C@H](C(F)(F)F)C1=CC=C(C=C1)NC=1C=NC=2N(C1[C@H](C)OC)N=C(N2)Cl